C(C1=CC=CC=C1)OC=1C2=C(N=C(N1)OC[C@]13CCCN3C[C@@H](C1)F)CN(CC2)C2=CC(=CC1=CC=CC(=C21)Cl)OCOC 4-(benzyloxy)-7-(8-chloro-3-(methoxymethoxy)naphthalen-1-yl)-2-(((2R,7aS)-2-fluorohexahydro-1H-pyrrolizin-7a-yl)methoxy)-5,6,7,8-tetrahydropyrido[3,4-d]pyrimidine